3,3,3-trifluoro-2-methyl-1-(2-(4-phenyl-1H-imidazol-2-yl)piperidin-1-yl)propan-1-one FC(C(C(=O)N1C(CCCC1)C=1NC=C(N1)C1=CC=CC=C1)C)(F)F